FC=1C=C(C=NC1)C1=NC(=CC(=C1)N1[C@@H]([C@H](C1)CS(=O)(=O)C)C)N1N=CC=2C(=NC(=CC21)C=2C=NC=CC2OC)C 1-(5'-Fluoro-4-((2R,3S)-2-methyl-3-((methylsulfonyl)methyl)azetidin-1-yl)-[2,3'-bipyridin]-6-yl)-6-(4-methoxypyridin-3-yl)-4-methyl-1H-pyrazolo[4,3-c]pyridine